ethyl 2-((benzylamino) methyl)-5-bromo-4-ethoxythiophene-3-carboxylate C(C1=CC=CC=C1)NCC=1SC(=C(C1C(=O)OCC)OCC)Br